6-(3-((1S,3R)-3-methyl-1-(4-methyl-4H-1,2,4-triazol-3-yl)cyclobutyl)phenyl)-2-(((S)-3-methylpiperidin-1-yl)methyl)-7-oxo-6,7-dihydro-1H-pyrrolo[2,3-c]pyridine-4-carbaldehyde CC1CC(C1)(C1=NN=CN1C)C=1C=C(C=CC1)N1C(C2=C(C(=C1)C=O)C=C(N2)CN2C[C@H](CCC2)C)=O